ClCC1CN(CC1)C1=CC(=CC(=C1)C(F)(F)F)F 3-(chloromethyl)-1-(3-fluoro-5-(trifluoromethyl)phenyl)pyrrolidine